4-(3-chloro-5-(cyclopropylmethoxy)phenyl)-1H-1,2,3-triazole-5-carboxylic acid 2,2,2-trifluoroacetate FC(C(=O)O)(F)F.ClC=1C=C(C=C(C1)OCC1CC1)C=1N=NNC1C(=O)O